6-(3-methylbenzyl)-2-azaspiro[3.4]Octane-2-carboxylic acid tert-butyl ester C(C)(C)(C)OC(=O)N1CC2(C1)CC(CC2)CC2=CC(=CC=C2)C